C=1(C(=CC=CC1O)C1C(COCC2C(O2)C=2C(=C(C=CC2)O)C)O1)C cresolglycidyl ether